F[C@@H]1[C@@H]2CCC[C@H](C[C@H]1OC1=CC=C(N=N1)C1=C(C=C(C=C1)C=1C=NNC1)O)N2 2-(6-(((1s,2r,3r,5r)-2-fluoro-9-azabicyclo[3.3.1]non-3-yl)oxy)pyridazin-3-yl)-5-(1H-pyrazol-4-yl)phenol